C(C)C(CCC=C)=CC 5-ethyl-1,5-heptadiene